NC1=NC=NC2=C1N(C(C(N2)NC(C=CCl)=O)=C)C=2C=NC1=CC=CC=C1C2 N-(4-amino-6-methylene-5-(quinolin-3-yl)-7,8-dihydro-6H-pyrimido[5,4-b]pyrazin-7-yl)-3-chloroacrylamide